ClC1=C(OC2=NC=C(C=C2C(=O)NC2=CC(=NC=C2)C)C(F)(F)F)C=CC(=C1)OC(F)(F)F 2-[2-chloro-4-(trifluoromethoxy)phenoxy]-N-(2-methyl-4-pyridinyl)-5-(trifluoromethyl)pyridine-3-carboxamide